(S)-2-(6-(methylsulfonyl)-4-oxobenzo[d][1,2,3]triazin-3(4H)-yl)-N-(1-(4-(trifluoromethoxy)phenyl)ethyl)acetamide CS(=O)(=O)C1=CC2=C(N=NN(C2=O)CC(=O)N[C@@H](C)C2=CC=C(C=C2)OC(F)(F)F)C=C1